4-(2-Bromo-3-fluorophenoxy)-5H,6H,7H,8H-pyrido[3,4-d]pyrimidine-7-carboxylic acid tert-butyl ester C(C)(C)(C)OC(=O)N1CC=2N=CN=C(C2CC1)OC1=C(C(=CC=C1)F)Br